5-phenyl-5H-thianthren-5-ium C1(=CC=CC=C1)[S+]1C=2C=CC=CC2SC2=CC=CC=C12